bis(2-(diphenylphosphino)phenyl)ether C1(=CC=CC=C1)P(C1=C(C=CC=C1)OC1=C(C=CC=C1)P(C1=CC=CC=C1)C1=CC=CC=C1)C1=CC=CC=C1